C1(CC1)C=1N=C(N=NC1C1=C(C=C(C=C1)C#C)OCOCC)N[C@H]1CN(CCC1)C([2H])([2H])[2H] (R)-5-cyclopropyl-6-(2-(ethoxymethoxy)-4-ethynylphenyl)-N-(1-(methyl-d3)piperidin-3-yl)-1,2,4-triazin-3-amine